(E)-6-(4-ethoxy-2-(trifluoromethyl)phenyl)-N'-(3-methoxybenzylidene)pyrazine-2-carbohydrazide C(C)OC1=CC(=C(C=C1)C1=CN=CC(=N1)C(=O)N/N=C/C1=CC(=CC=C1)OC)C(F)(F)F